3-fluoro-4-[(6-piperazin-1-yl-2-pyridyl)oxymethyl]benzonitrile FC=1C=C(C#N)C=CC1COC1=NC(=CC=C1)N1CCNCC1